C(C1=CC=CC=C1)(=O)OCC(=O)O.[K] potassium carboxymethyl benzoate